3-(2-(4-((2-(4-(7-azaspiro[3.5]non-2-yl)piperazin-1-yl)pyrimidin-4-yl)methoxy)phenyl)propan-2-yl)-5-chlorobenzonitrile C1C(CC12CCNCC2)N2CCN(CC2)C2=NC=CC(=N2)COC2=CC=C(C=C2)C(C)(C)C=2C=C(C#N)C=C(C2)Cl